CC1=NC(=NO1)COC1=CC=C(C(=O)N2CCC3(C(C3)CNC(=O)C3=CC=4C(=CN=CC4)O3)CC2)C=C1 N-[[6-[4-[(5-methyl-1,2,4-oxadiazol-3-yl)methoxy]benzoyl]-6-azaspiro[2.5]octan-2-yl]methyl]furo[2,3-c]pyridine-2-carboxamide